2-(4-(6-((5-ethoxy-1,3,4-thiadiazol-2-yl)methoxy)-5-fluoropyridin-2-yl)-2,5-difluorobenzyl)-1-((1-(fluoromethyl)cyclopropyl)methyl)-1H-benzo[d]imidazole-6-carboxylic acid C(C)OC1=NN=C(S1)COC1=C(C=CC(=N1)C1=CC(=C(CC2=NC3=C(N2CC2(CC2)CF)C=C(C=C3)C(=O)O)C=C1F)F)F